1,1,1,3,3,3-hexafluoropropan-2-yl (R or S)-1-((pyridazin-3-ylmethyl)carbamoyl)-6-azaspiro[2.5]octane-6-carboxylate N1=NC(=CC=C1)CNC(=O)[C@@H]1CC12CCN(CC2)C(=O)OC(C(F)(F)F)C(F)(F)F |o1:10|